N-ethyl-1-methyl-1,6-dihydroimidazo[4,5-d]pyrrolo[2,3-b]pyridine-8-carboxamide C(C)NC(=O)C1=CNC2=NC=C3C(=C21)N(C=N3)C